C(C(O)CC(=O)O)(=O)O.C(CCCCCCCCCCCCCCC(C)C)(=O)O.C(CCCCCCCCCCCCCCC(C)C)(=O)O diisostearic acid malate